((6-(pyrrolidin-1-yl)pyridin-3-yl)methyl)-1H-pyrazole-1-carboxamide N1(CCCC1)C1=CC=C(C=N1)CC1=NN(C=C1)C(=O)N